Tert-Butyl 2-(2-(1,3-dioxoisoindolin-2-yl)acetyl)hydrazinecarboxylate O=C1N(C(C2=CC=CC=C12)=O)CC(=O)NNC(=O)OC(C)(C)C